C(C)(C)(C)OC(NC12CC3N(C(CC(C1)C3)C2)C2=NC=C(C=C2)Br)=O ((5s,7s)-2-(5-bromopyridin-2-yl)-2-azaadamantan-5-yl)carbamic acid tert-butyl ester